Cl.C1(=CC=C(C=C1)CNCCCNCCCNCC(CC)CC)C1=CC(=CC=C1)C1=CC=C(C=C1)CNCCCNCCCNCC(CC)CC N1,N1'-([1,1':3',1''-terphenyl]-4,4''-diylbis(methylene))bis(N3-(3-((2-ethylbutyl)amino)propyl)propane-1,3-diamine), hydrochloride salt